CO/C=C(\C)/C=1C=CC(=NC1)C(F)(F)F 5-[(E)-2-methoxy-1-methyl-vinyl]-2-(trifluoromethyl)pyridine